N[C@@H](CO)C(=O)N[C@@H](CO)C(=O)O serinyl-serine